CNC(=O)C=1N=C2N(C=C(N=C2NCC2CCNCC2)C2=CC=NC=C2)C1 8-[(Piperidin-4-ylmethyl)-amino]-6-pyridin-4-yl-imidazo[1,2-a]pyrazine-2-carboxylic acid methylamide